CC1=NN(C(=C1)C)C1=CC=C(CN2C3=NC(=NC=C3NC2=O)C2=C(C=CC=C2)C(C)C)C=C1 (4-(3,5-dimethyl-1H-pyrazol-1-yl)benzyl)-2-(2-isopropylphenyl)-7,9-dihydro-8H-purin-8-one